C(C)OP(=O)(OCC)C1=CC(=C(OP2(=NP=NP=N2)OC2=CC=C(C=C2)O)C=C1)O (4-diethoxyphosphoryl-hydroxyphenoxy)(4-hydroxyphenoxy)cyclotriphosphazene